F[C@H]1CC[C@@H](C12CC2)N2C(C=CC1=C2N=C(N=C1)NC1CCN(CC1)S(=O)(=O)C)=O 8-((4S,7S)-7-fluorospiro[2.4]heptan-4-yl)-2-((1-(methylsulfonyl)piperidin-4-yl)amino)pyrido[2,3-d]pyrimidin-7(8H)-one